(2-chlorobenzyl)-2-(4-isobutylphenyl)-5-methoxy-1H-benzo[d]imidazole ClC1=C(CN2C(=NC3=C2C=CC(=C3)OC)C3=CC=C(C=C3)CC(C)C)C=CC=C1